N-(2-chloro-4-fluoro-3-((5-fluoro-3-methyl-4-oxo-3,4-dihydroquinazolin-6-yl)amino)phenyl)pyrrolidine-1-sulfonamide ClC1=C(C=CC(=C1NC=1C(=C2C(N(C=NC2=CC1)C)=O)F)F)NS(=O)(=O)N1CCCC1